FC1=C(C=CC(=C1)F)NC(=O)N1[C@@H]2CC[C@H]1CC=1C(=NC=CC12)F (5R,8S)-N-(2,4-difluorophenyl)-1-fluoro-6,7,8,9-tetrahydro-5H-5,8-epiminocyclohepta[c]-pyridine-10-carboxamide